[N+](=O)([O-])C1=C(C(=CC(=C1)C(F)(F)F)[N+](=O)[O-])N(CCCCCC(=O)O)C N-(2,6-dinitro-4-trifluoromethylphenyl)-N-methyl-6-aminocaproic acid